C(#N)C=1C=NN2C1C(=CC(=C2)OCC)C=2C=CC(=NC2)N2CCC(CC2)(CC2=NC=CC=C2)NC(=O)C2=CN=CN2C N-(1-(5-(3-cyano-6-ethoxypyrazolo[1,5-a]pyridin-4-yl)pyridin-2-yl)-4-(pyridin-2-ylmethyl)piperidin-4-yl)-1-methyl-1H-imidazole-5-carboxamide